OCCN(C1=CC=C(C=C1)C(C)(C)C)CCO N,N-bis(2-hydroxyethyl)-4-t-butylaniline